1,2,3,3a,4,5,6,6a-octahydrocyclopenta[c]pyrrole C1NCC2C1CCC2